C1(CC1)C=1N=CC2=C(N1)C(=CS2)C 2-cyclopropyl-7-methylthieno[3,2-d]pyrimidin